C(=O)C1=CC=C(S1)C=1C=C(C=CC1)CCNC(C1=C(C=CC(=C1)N1CCN(CC1)C)C)=O N-[(1R)-[3-(5-formyl-2-thienyl)phenyl]ethyl]-2-methyl-5-(4-methylpiperazin-1-yl)benzamide